FC1(CCN(CC1)C1=NC(=CC(=N1)N)OC)F 2-(4,4-difluoropiperidin-1-yl)-6-methoxypyrimidin-4-amine